NN(N)C1=CC=C(C=C1)C 1-amino-1-(p-tolyl)hydrazine